2-bromo-2,2-difluoroethane-1-one BrC(C=O)(F)F